3-(6-(4-isopropyl-4H-1,2,4-triazol-3-yl)pyridin-2-yl)urea C(C)(C)N1C(=NN=C1)C1=CC=CC(=N1)NC(N)=O